CN1CCN(CC1)CC1=CC=C(C=O)C=C1 4-((4-methylpiperazin-1-yl)methyl)benzaldehyde